3-benzoyl-5-methylpyrimidine-2,4(1H,3H)-dione C(C1=CC=CC=C1)(=O)N1C(NC=C(C1=O)C)=O